[5-chloro-1-(oxetan-3-yl)-6-(2H-1,2,3-triazol-2-yl)-1H-pyrrolo[2,3-b]pyridin-3-yl][(2R,6R)-1-(5-fluoro-3-iodopyridin-2-yl)-2,6-dimethylpiperidin-4-yl]methanone ClC=1C=C2C(=NC1N1N=CC=N1)N(C=C2C(=O)C2C[C@H](N([C@@H](C2)C)C2=NC=C(C=C2I)F)C)C2COC2